C(N)(OC(C=O)C(C)(C)C)=O 3,3-dimethyl-1-oxobutan-2-yl carbamate